CO[Si](C(C(=O)O)C)(OC)OC 2-(trimethoxysilyl)propanoic acid